CC1=NOC(=C1C=1C=C2C(=NC1)C(=CN2C2=C(C=C(C(=O)O)C=C2OCC)OCC)C=2C=NC=CC2)C 4-(6-(3,5-dimethylisoxazol-4-yl)-3-(pyridin-3-yl)-1H-pyrrolo[3,2-b]pyridin-1-yl)-3,5-diethoxybenzoic acid